ethyl N,N-diheptylaminoacetate C(CCCCCC)N(CCCCCCC)CC(=O)OCC